(2S,5R)-2-(N-(3-aminocyclohexane-1-carbonyl) carbamimidoyl)-7-oxo-1,6-diazabicyclo[3.2.1]octan-6-yl hydrogen sulfate S(=O)(=O)(ON1[C@@H]2CC[C@H](N(C1=O)C2)C(NC(=O)C2CC(CCC2)N)=N)O